(3S,6S,7R,8R)-3-[[[4-methoxy-3-[[(2-methylpropoxy) carbonyl] oxy]-2-pyridyl] carbonyl] amino]-6-methyl-4,9-dioxo-8-(phenylmethyl)-1,5-dioxononan-7-yl-2-methylpropionate COC1=C(C(=NC=C1)C(=O)N[C@@H](CC=O)C(C([C@H]([C@@H]([C@H](C=O)CC1=CC=CC=C1)OC(C(C)C)=O)C)=O)=O)OC(=O)OCC(C)C